1,3-cyclohexanedione C1(CC(CCC1)=O)=O